N-(1-ethylpiperidin-4-yl)-2-(1-phenyl-1H-1,2,4-triazol-3-yl)-1,3-thiazole-4-carboxamide C(C)N1CCC(CC1)NC(=O)C=1N=C(SC1)C1=NN(C=N1)C1=CC=CC=C1